4-(2-acryloyloxyethyloxy)benzoic acid C(C=C)(=O)OCCOC1=CC=C(C(=O)O)C=C1